methyl-propyl-ammonium C[NH2+]CCC